OC(C)N1C(C(=C(C2=CC=NC=C12)N1CCC(CC1)(C)OC)C#N)=O (1-hydroxyethyl)-4-(4-methoxy-4-methylpiperidin-1-yl)-2-oxo-1,2-dihydro-1,7-naphthyridine-3-carbonitrile